1-chloro-2,7-phenanthroline-6-carbonitrile ClC1=NC=CC2=CC(=C3N=CC=CC3=C12)C#N